CIS-1-(Cyclobutyl-methyl)-3-[3-[3,4-dihydroxy-pyrrolidin-1-yl]-3-oxo-propyl]-8-dimethylamino-8-phenyl-1,3-diazaspiro[4.5]decan-2-one C1(CCC1)CN1C(N(CC12CCC(CC2)(C2=CC=CC=C2)N(C)C)CCC(=O)N2C[C@H]([C@H](C2)O)O)=O